ethylmethyl[(2-fluoro-3-{1-[2-fluoro-4-(piperazin-1-yl)phenyl]-3-(pyridin-4-yl)pyrazol-4-yl}phenyl)sulfamoyl]amine trifluoroacetic acid salt FC(C(=O)O)(F)F.C(C)N(S(NC1=C(C(=CC=C1)C=1C(=NN(C1)C1=C(C=C(C=C1)N1CCNCC1)F)C1=CC=NC=C1)F)(=O)=O)C